tert-butyl 2-((2-ethoxy-2-oxoethyl)amino)benzoate C(C)OC(CNC1=C(C(=O)OC(C)(C)C)C=CC=C1)=O